B(O)(O)C=1C=C(CN(C(=O)C2=CC(=C(C=C2)B(O)O)F)CCCC[C@@H](C(=O)N)N)C=CC1F (S)-(4-((3-borono-4-fluorobenzyl)(5,6-diamino-6-oxohexyl)carbamoyl)-2-fluorophenyl)boronic acid